CC(C(CO)O)O The molecule is a triol that is butane carrying three hydroxy substituents at position 1, 2 and 3. It derives from a butane.